The molecule is an organic cation obtained by protonation of RS 39604. It is an ammonium ion derivative and an organic cation. [H+].COC1=CC(=CC(=C1)COC2=CC(=C(C=C2C(=O)CCC3CCN(CC3)CCNS(=O)(=O)C)Cl)N)OC